FC(N1N=CC(=C1)C=1C=C(C=2N(C1)N=CC2F)O)F 6-(1-(difluoromethyl)-1H-pyrazol-4-yl)-3-fluoropyrazolo[1,5-a]pyridin-4-ol